1-[4-(4-{[(3-fluorophenyl)methyl]carbamoyl}-1H-1,2,3-triazol-1-yl)butyl]-N-{[4-(trifluoromethyl)pyridin-2-yl]methyl}-1H-1,2,3-triazole-4-carboxamide FC=1C=C(C=CC1)CNC(=O)C=1N=NN(C1)CCCCN1N=NC(=C1)C(=O)NCC1=NC=CC(=C1)C(F)(F)F